C1=CC=CC=2C3=CC=CC=C3C(C12)COC(=O)NC(C(=O)O)COC1=CC(=CC=C1)Cl ((((9H-fluoren-9-yl)methoxy)carbonyl)amino)-3-(3-chlorophenoxy)propionic acid